1-(m-hydroxyphenyl)-2-(1-methylbutylamino)-1-ethanol OC=1C=C(C=CC1)C(CNC(CCC)C)O